N-[[1-(azetidin-3-ylmethyl)-1-methyl-piperidin-1-ium-4-yl]methyl]-2-ethyl-4-[[3-[4-(3-methyl-1H-pyrazol-4-yl)phenyl]imidazo[1,2-a]pyrazin-8-yl]amino]benzamide N1CC(C1)C[N+]1(CCC(CC1)CNC(C1=C(C=C(C=C1)NC=1C=2N(C=CN1)C(=CN2)C2=CC=C(C=C2)C=2C(=NNC2)C)CC)=O)C